C(C=C)(=O)OCCCCCCCCCCCCC[SiH2]C(Cl)Cl acryloxytridecyldichloromethylsilane